3-(ethoxycarbonyl)-1-(m-tolyl)-1H-pyrazole-5-carboxylic acid C(C)OC(=O)C1=NN(C(=C1)C(=O)O)C=1C=C(C=CC1)C